3-bromo-1-[2-(3-cyano-4-fluoro-5-methylphenyl)-2-oxoethyl]-2-methylpyridin-1-ium bromide [Br-].BrC=1C(=[N+](C=CC1)CC(=O)C1=CC(=C(C(=C1)C)F)C#N)C